1-(4-methoxybenzoyl)piperazine Methyl-4,4-dimethyl-1-(((6'-(2-trityl-2H-tetrazol-5-yl)-[1,1':3',1''-terphenyl]-4-yl)methyl)amino)cyclohexanecarboxylate COC(=O)C1(CCC(CC1)(C)C)NCC1=CC=C(C=C1)C1=CC(=CC=C1C=1N=NN(N1)C(C1=CC=CC=C1)(C1=CC=CC=C1)C1=CC=CC=C1)C1=CC=CC=C1.COC1=CC=C(C(=O)N2CCNCC2)C=C1